3-(5-(((1R,2S)-2-(3-(5-chloropyrimidin-4-yl)azetidin-1-yl)cyclohexyl)oxy)-1-oxoisoindolin-2-yl)piperidine-2,6-dione ClC=1C(=NC=NC1)C1CN(C1)[C@@H]1[C@@H](CCCC1)OC=1C=C2CN(C(C2=CC1)=O)C1C(NC(CC1)=O)=O